2-[2-(cyclohexylamino)acetamido]-N-[(1H-indazol-7-yl)methyl]benzamide C1(CCCCC1)NCC(=O)NC1=C(C(=O)NCC=2C=CC=C3C=NNC23)C=CC=C1